COC1=CC2=C(C3=C(COC3=O)C=C2C=C1OC)C=1C=CC(=NC1)N(C(C)=O)C N-(5-(6,7-dimethoxy-3-oxo-1,3-dihydronaphtho[2,3-c]furan-4-yl)pyridin-2-yl)-N-methylacetamide